trans-octene-1,1-dicarboxylic anhydride C1(=CCCCCCC)C(=O)OC1=O